C12(CC(C1)C2)NC(C2=CC=C(C=C2)[C@H]2CC1(CC(C1)(F)F)CCN2CC2=C1C=CNC1=C(C=C2OC)C)=O (R)-N-(bicyclo[1.1.1]pentan-1-yl)-4-(2,2-difluoro-7-((5-methoxy-7-methyl-1H-indol-4-yl)methyl)-7-azaspiro[3.5]nonan-6-yl)benzamide